ClC1=C(C=C(C=N1)C1=CSC2=C1C(N(C=C2)CC(=O)N2CC(C2)(CF)F)=O)C 3-(6-chloro-5-methylpyridin-3-yl)-5-(2-(3-fluoro-3-(fluoromethyl)azetidin-1-yl)-2-oxoethyl)thieno[3,2-c]pyridin-4(5H)-one